CO[C@H]1OC=C2OCC[C@@H]21 (3aS,4S,6aR)-tetrahydro-4-methoxy-furo[3,4-b]furan